C(#N)[C@H](C(C)C)NC(C1=CC=C(C=C1)C1=NC(=NC=C1C)NC=1C=NN(C1)CCO)=O (S)-N-(1-cyano-2-methylpropyl)-4-(2-((1-(2-hydroxyethyl)-1H-pyrazol-4-yl)amino)-5-methylpyrimidin-4-yl)benzamide